COC1=C(C#N)C=C(C=N1)N1C(=NC2=C(C1=O)SC=N2)SCC2=C(C=C(C=C2F)F)F 2-Methoxy-5-(7-oxo-5-((2,4,6-trifluorobenzyl)thio)thiazolo[4,5-d]pyrimidin-6(7H)-yl)-nicotinonitrile